(R)-1-((5-fluoropyridine-3-yl)carbamoyl)-6-azaspiro[2.5]octane-6-carboxylate FC=1C=C(C=NC1)NC(=O)[C@@H]1CC12CCN(CC2)C(=O)[O-]